O=C(CCCCCCNC(=O)C1CC1)NC=1SC=C(N1)C1=CC=CC=C1 N-(7-oxo-7-((4-phenylthiazol-2-yl)amino)heptyl)cyclopropane-carboxamide